(2S,3S,4R)-4-((S)-2-amino-N-methylpropanamido)-3-(3-boronopropyl)pyrrolidine-2-carboxylic acid N[C@H](C(=O)N(C)[C@@H]1[C@H]([C@H](NC1)C(=O)O)CCCB(O)O)C